ClC1=C(C=CC(=C1)S(=O)(=O)C)C(=O)C=1C(=NN(C1O)C)C (2-chloro-4-(methylsulfonyl)phenyl)(5-hydroxy-1,3-dimethyl-1H-pyrazol-4-yl)methanone